methyl 5-(bromomethyl)-2-chloropyrimidine-4-carboxylate BrCC=1C(=NC(=NC1)Cl)C(=O)OC